6-(4-hydroxybutoxy)coumarin OCCCCOC=1C=C2C=CC(OC2=CC1)=O